3-(4-chloro-1-oxo-5-(4-(piperidin-4-ylmethyl)piperidin-1-yl)isoindolin-2-yl)piperidine-2,6-dione ClC1=C2CN(C(C2=CC=C1N1CCC(CC1)CC1CCNCC1)=O)C1C(NC(CC1)=O)=O